O=C1NC(CCC1N1C(C2=CC=CC(=C2C1=O)OC[C@@H]1CNCCC1)=O)=O 2-(2,6-dioxopiperidin-3-yl)-4-[(3S)-piperidin-3-ylmethoxy]isoindole-1,3-dione